C(C)(C)(C)OC(CN(C(C=C)=O)CC=1C=C2CCN(CC2=C(C1)C1=CC=C(C=C1)C(F)(F)F)C(=O)OC(C)(C)C)=O tert-butyl 6-((N-(2-(tert-butoxy)-2-oxoethyl) acrylamido) methyl)-8-(4-(trifluoromethyl) phenyl)-3,4-dihydroisoquinoline-2(1H)-carboxylate